2-(2-trimethylsilyl-ethoxymethyl)triazol-4-amine C[Si](CCOCN1N=CC(=N1)N)(C)C